[3-[7-methyl-4-(methylamino)-6,8-dihydro-5H-pyrido[3,4-d]pyrimidin-2-yl]pyrrolidin-1-yl]-[4-(4-methyl-1-piperidyl)phenyl]methanone hydrochloride Cl.CN1CC=2N=C(N=C(C2CC1)NC)C1CN(CC1)C(=O)C1=CC=C(C=C1)N1CCC(CC1)C